ClC=1C(=CC2=C([C@H](CO2)NC)C1)Cl (R)-5,6-dichloro-N-methyl-2,3-dihydro-benzofuran-3-amine